FC=1C=C(CCC=2C=C3CCC(C3=CC2)N2CCC(CC2)C(=O)O)C=CC1 1-(5-(3-fluorophenethyl)-2,3-dihydro-1H-inden-1-yl)piperidine-4-carboxylic acid